[Cu+2].BrC=1C=C2C(=CC(=[NH+]C2=CC1)Cl)C1=CC(=CC=C1)O[Si](C(C)C)(C(C)C)C(C)C 6-bromo-2-chloro-4-(3-((triisopropylsilyl)oxy)phenyl)quinolinium copper